5-bromo-2-(3,4-dichlorophenyl)-1-ethyl-4-oxo-6-[[3-(trifluoromethyl)pyrazol-1-yl]methyl]pyridine-3-carboxylic acid BrC=1C(C(=C(N(C1CN1N=C(C=C1)C(F)(F)F)CC)C1=CC(=C(C=C1)Cl)Cl)C(=O)O)=O